N1-(6-chloro-1-(tetrahydro-2H-pyran-2-yl)-1H-pyrazolo[4,3-c]pyridin-3-yl)-N3,N3-dimethylpropane-1,3-diamine ClC1=CC2=C(C=N1)C(=NN2C2OCCCC2)NCCCN(C)C